2-methylpropan-2-yl 2-[(dimethylamino)carbonyl]-1,4-oxazepane-4-carboxylate CN(C(=O)C1OCCCN(C1)C(=O)OC(C)(C)C)C